FC1=CC=C(C=C1)C1=NOC(=C1C=1SC=C(N1)C(=O)NC1=NC=C(C=C1)C1CN(C1)C)C(C)C 2-(3-(4-fluorophenyl)-5-isopropylisoxazol-4-yl)-N-(5-(1-methylazetidin-3-yl)pyridin-2-yl)thiazole-4-carboxamide